FC1=CC=CC=2C(=N[C@@H](C(NC21)=O)NC(=O)C2=C(N=C1N2N=C(C=C1)C)C=1C=NC=C(C1)C(F)(F)F)C1=CC=CC=C1 N-[(3S)-9-fluoro-2-oxo-5-phenyl-1,3-dihydro-1,4-benzodiazepine-3-Yl]-6-methyl-2-[5-(trifluoromethyl)pyridin-3-yl]imidazo[1,2-b]pyridazine-3-carboxamide